C(C)(C)(C)N1N=C(C(=C1C)O)CC 1-tert-butyl-3-ethyl-4-hydroxy-5-methyl-pyrazole